1-methyl-3-propylpyrrolidinium fluoride salt [F-].C[NH+]1CC(CC1)CCC